2-methyl-5-(5-(1-(3-(thiophen-2-yl)phenyl)ethyl)-1,2,4-oxadiazol-3-yl)aniline CC1=C(N)C=C(C=C1)C1=NOC(=N1)C(C)C1=CC(=CC=C1)C=1SC=CC1